CC=1C=C(C=C(C1)C)C1=NC=CC=2C3=C(C=CC12)C(=CC=C3)F 4-(3,5-DIMETHYLPHENYL)-7-fluorobenzo[f]isoquinoline